2-(4-Cyclopropyl-6-methoxypyrimidin-5-yl)-8-((1-(pyridin-2-yl)piperidin-4-yl)methyl)-7,8-dihydro-6H-pyrimido[5,4-b][1,4]oxazine C1(CC1)C1=NC=NC(=C1C=1N=CC=2OCCN(C2N1)CC1CCN(CC1)C1=NC=CC=C1)OC